FC1=C(C(=CC=C1)OC)C1=C(C=NC(=C1)C)C(=O)NC=1SC(=NN1)OCC12CC(C1)(C2)C(C)(C)O 4-(2-fluoro-6-methoxyphenyl)-N-(5-((3-(2-hydroxypropan-2-yl)bicyclo(1.1.1)pentan-1-yl)methoxy)-1,3,4-thiadiazol-2-yl)-6-methylpyridine-3-carboxamide